C(C)(C)(C)OC(=O)N1C(CC1)OC1=NC(=C(C=C1[N+](=O)[O-])Cl)OC ((5-chloro-6-methoxy-3-nitropyridin-2-yl)oxy)azetidine-1-carboxylic acid tert-butyl ester